tert-Butyl 4-(((5-(5-amino-4-((3-chloro-4-fluorophenyl)carbamoyl)-1-methyl-1H-pyrazol-3-yl)octahydropentalen-2-yl)methyl)carbamoyl)piperidine-1-carboxylate NC1=C(C(=NN1C)C1CC2CC(CC2C1)CNC(=O)C1CCN(CC1)C(=O)OC(C)(C)C)C(NC1=CC(=C(C=C1)F)Cl)=O